ClC1=CC=CC2=C1N(C[C@@H]1[C@@H](C(N2C)=O)N(C(C1)=O)C1=NC(=CC(=C1)C(F)(F)F)C)CCC=O 3-((3aR,11aS)-6-chloro-10-methyl-1-(6-methyl-4-(trifluoromethyl)pyridin-2-yl)-2,11-dioxo-1,2,3,3a,4,10,11,11a-octahydro-5H-benzo[b]pyrrolo[2,3-f][1,4]diazocin-5-yl)propanal